C(C)(C)(C)C=1N(C=CN1)CC1=CC=C(C=C1)C1=C(C=CC(=C1)CC(C)C)S(=O)(=O)[N-]C(=O)OCCCC.[K+] Potassium ((4'-((2-(tert-butyl)-1H-imidazol-1-yl)methyl)-5-isobutyl[1,1'-biphenyl]-2-yl)sulfonyl)(butoxycarbonyl)amide